C(C)(C)(CC)CC(C(=O)O[O-])(C)C tertiary amylperoxypivalate